methanesulfinylpiperidin-3-yl acetate C(C)(=O)OC1CN(CCC1)S(=O)C